1-(4-(5-Amino-3-bromo-4-(isopropylamino)-1-(phenylsulfonyl)-1H-pyrrolo[2,3-b]pyridin-2-yl)-1H-pyrazol-1-yl)-2-methylpropan-2-ol NC=1C(=C2C(=NC1)N(C(=C2Br)C=2C=NN(C2)CC(C)(O)C)S(=O)(=O)C2=CC=CC=C2)NC(C)C